1-(4-methylphenyl)propan-2-one 4,4'-methylenebis(dimethyl-benzoate) C(C1=C(C(=C(C(=O)O)C=C1)C)C)C1=C(C(=C(C(=O)O)C=C1)C)C.CC1=CC=C(C=C1)CC(C)=O